methyl 1-(2-(4-bromo-2-fluorophenyl)propan-2-yl)piperidine-4-carboxylate BrC1=CC(=C(C=C1)C(C)(C)N1CCC(CC1)C(=O)OC)F